(2S)-2-((2S)-2-(((2-(3-chlorophenyl)-2-methyl-1-(naphthalen-2-yl)propoxy)carbonyl)amino)-3-cyclohexylpropanamido)-3-((S)-2-oxopyrrolidin-3-yl)propanoic acid ClC=1C=C(C=CC1)C(C(OC(=O)N[C@H](C(=O)N[C@H](C(=O)O)C[C@H]1C(NCC1)=O)CC1CCCCC1)C1=CC2=CC=CC=C2C=C1)(C)C